ClC1=CNC2=C(C=CC=C12)NS(=O)(=O)C=1C=C(C(=O)NCCCOCCCCOCCCNC2=C3C(N(C(C3=CC=C2)=O)C2C(NC(CC2)=O)=O)=O)C=CC1 3-(N-(3-chloro-1H-indol-7-yl)sulfamoyl)-N-(3-(4-(3-((2-(2,6-dioxopiperidin-3-yl)-1,3-dioxoisoindolin-4-yl)amino)propoxy)butoxy)propyl)benzamide